N1(CCC1)C(=O)C1=CC(=NC(=C1)C=1N=NN(C1)C=1C(=C(C(=O)O)C=CC1)O)C=1N=NN(C1)C=1C(=C(C(=O)O)C=CC1)O 4'-((4-(azetidine-1-carbonyl)pyridine-2,6-diyl)bis(1H-1,2,3-triazole-4,1-diyl))bis(2-hydroxybenzoic acid)